(1-oxo-5-(7-(pyrrolidin-1-ylmethyl)-3H-imidazo[4,5-b]pyridin-5-yl)isoindolin-2-yl)piperidine-2,6-dione O=C1N(CC2=CC(=CC=C12)C1=CC(=C2C(=N1)NC=N2)CN2CCCC2)N2C(CCCC2=O)=O